OC(=O)C(F)(F)F.C(C1=CC=CC=C1)OC(=O)N1CC(CCC1)(CC(F)(F)F)N 3-amino-3-(2,2,2-trifluoroethyl)piperidine-1-carboxylic acid benzyl ester TFA salt